aminooxytyrosine NON[C@@H](CC1=CC=C(C=C1)O)C(=O)O